Cl.C(C)N1C=C(C(C2=CC=CC=C12)=O)S(=O)(=O)N1CCC2(C[C@H](CO2)NC[C@@H](COC=2C=C(C=CC2)S(=O)(=O)N)O)CC1 3-((S)-3-(((R)-8-((1-ethyl-4-oxo-1,4-dihydroquinolin-3-yl)sulfonyl)-1-oxa-8-azaspiro[4.5]decan-3-yl)amino)-2-hydroxypropoxy)benzenesulfonamide hydrochloride